COC1=C(C=CC(=C1)OC)CN1C(C(CCC1=O)N1C(N(C2=C1C=CC=C2NCCCCCCC(=O)OC(C)(C)C)C)=O)=O tert-butyl 7-[[1-[1-[(2,4-dimethoxyphenyl)methyl]-2,6-dioxo-3-piperidinyl]-3-methyl-2-oxo-benzoimidazol-4-yl]amino]heptanoate